tert-butyl 1-amino-3,6,9,12-tetraoxapentadecane-15-carboxylate NCCOCCOCCOCCOCCCC(=O)OC(C)(C)C